C12C(CC(C=C1)C2)COCC2OC2 2-((bicyclo[2.2.1]hept-5-en-2-ylmethoxy)methyl)oxirane